C(#N)C1=CC=C2N(CCN(C2=C1)C1=C2C=C(C(N(C2=CC(=C1)C=1CCN(CC1)C(=O)OC(C)(C)C)C)=O)C)C tert-butyl 4-(5-(7-cyano-4-methyl-3,4-dihydroquinoxalin-1(2H)-yl)-1,3-dimethyl-2-oxo-1,2-dihydroquinolin-7-yl)-3,6-dihydropyridine-1(2H)-carboxylate